6-chloro-4-(piperidin-4-yloxy)quinoline hydrochloride Cl.ClC=1C=C2C(=CC=NC2=CC1)OC1CCNCC1